C(C)OC(C1=C(C=CC(=C1)F)OC(F)(F)F)=O 5-Fluoro-2-(trifluoromethoxy)benzoic acid ethyl ester